N-(3,5-difluorophenyl)-N-{4-[2-(2,6-dimethylphenyl)acetamido]pyridin-2-yl}acetamide FC=1C=C(C=C(C1)F)N(C(C)=O)C1=NC=CC(=C1)NC(CC1=C(C=CC=C1C)C)=O